C(C)(C)C1=NC=CN=C1SC 2-isopropyl-3-(methylthio)pyrazine